ClC1=CC=C(C(=N1)F)C(F)F 6-chloro-3-(difluoromethyl)-2-fluoropyridine